(R)-N-(2,5-dichlorobenzoyl)-3-methylmercaptopropionamido-D-leucine ClC1=C(C(=O)N([C@H](CC(C)C)C(=O)O)NC(CCSC)=O)C=C(C=C1)Cl